Bromomonofluorid BrF